N-(3-(piperidin-1-yl)propyl)benzo[d]imidazo[2,1-b]thiazole-7-carboxamide formate C(=O)O.N1(CCCCC1)CCCNC(=O)C1=CC2=C(N3C(S2)=NC=C3)C=C1